FC(C)(F)C1=NC=C(C(=N1)C)S(=O)(=O)N1CC2(C1)CNC2 2-((2-(1,1-difluoroethyl)-4-methylpyrimidin-5-yl)sulfonyl)-2,6-diazaspiro[3.3]heptane